C(#N)C=1C=C(C=C(C1N[C@@H](CSC1=CC=C(C=C1)F)CCN1CC(C1)F)F)S(=O)(=O)NC(=O)C12OCC(C1)C2 (R)-N-((3-cyano-5-fluoro-4-((4-(3-fluoroazetidin-1-yl)-1-((4-fluorophenyl)thio)butan-2-yl)amino)phenyl)sulfonyl)-2-oxabicyclo[2.1.1]hexane-1-carboxamide